NC1=C(C=NN1C1=NC=CC=C1F)C(=O)N1C[C@@]2(CCC1)C1=C(NC(O2)=O)C=CC(=C1F)Cl (R)-1'-(5-Amino-1-(3-fluoropyridin-2-yl)-1H-pyrazole-4-carbonyl)-6-chloro-5-fluorospiro[benzo[d][1,3]oxazine-4,3'-piperidin]-2(1H)-one